6-(4-(tert-butyl)phenyl)-3,4-dihydroisoquinolin-1(2H)-one C(C)(C)(C)C1=CC=C(C=C1)C=1C=C2CCNC(C2=CC1)=O